FC([C@@H]1CN(CC1)C=1C=2N(N=C(C1)C=1C(NC(NC1)=O)=O)C=CN2)F (S)-5-(8-(3-(difluoromethyl)pyrrolidin-1-yl)imidazo[1,2-b]pyridazin-6-yl)pyrimidine-2,4(1H,3H)-dione